di-tert-butyl ketone C(C)(C)(C)C(=O)C(C)(C)C